2,4-difluoro-N,3-dimethylaniline FC1=C(NC)C=CC(=C1C)F